sodium diethylaminoacetate C(C)N(CC)CC(=O)[O-].[Na+]